BrCC(=O)C1=CC(=CC=C1)OC 2-bromo-3'-methoxy-acetophenone